N1N=C(C=C1)C1=C(C(=O)[O-])C=CC=C1 Pyrazolylbenzoate